(4-oxo-4,5-dihydrothieno[3,2-c]pyridin-2-yl)boronic acid O=C1NC=CC2=C1C=C(S2)B(O)O